ClC1=C(C=CC(=C1)C)C(CNC(=O)C=1N=C(N=NC1S(=O)(=NC)C1=C(C(=CC=C1)C1CC1)F)C)(F)F N-[2-(2-chloro-4-methylphenyl)-2,2-difluoroethyl]-6-[S-(3-cyclopropyl-2-fluorophenyl)-N-methylsulfonimidoyl]-3-methyl-1,2,4-triazine-5-carboxamide